[Si](C)(C)(C(C)(C)C)OC[C@@H]1N(C(CC1)=O)C(=O)OC(C)(C)C tert-butyl (2R)-2-[[tert-butyl(dimethyl)silyl]oxymethyl]-5-oxo-pyrrolidine-1-carboxylate